[Br-].BrCCCCCCCCCC[P+](C1=CC=CC=C1)(C1=CC=CC=C1)C1=CC=CC=C1 10-bromodecyltriphenylphosphonium bromide